(2R,3R)-2,3-DIMETHYLPENT-4-ENE-1-SULFONAMIDE C[C@@H](CS(=O)(=O)N)[C@@H](C=C)C